C(CC=C)[C@@H]1N(S(C2=C(N(C1)C1=CC=CC=C1)C=C(C(=C2)O/C=C/C(=O)O)SC)(=O)=O)C (S,E)-3-((3-(but-3-en-1-yl)-2-methyl-7-(methylthio)-1,1-dioxido-5-phenyl-2,3,4,5-tetrahydrobenzo[f][1,2,5]thiadiazepin-8-yl)oxy)acrylic acid